(3r,3ar,6s,6ar)-3,6-dipropoxyhexahydrofuro[3,2-b]furan C(CC)O[C@H]1[C@@H]2[C@H](OC1)[C@H](CO2)OCCC